2,3-dichloro-2-methylbutane ClC(C)(C(C)Cl)C